(2R,3S)-1-(tert-Butoxycarbonyl)-3-hydroxypyrrolidine-2-carboxylic acid C(C)(C)(C)OC(=O)N1[C@H]([C@H](CC1)O)C(=O)O